3,15-dimethyleicosanoic acid CC(CC(=O)O)CCCCCCCCCCCC(CCCCC)C